CNCCCCCNC 1,5-di(methylamino)pentane